3-[3-(trifluoromethyl)phenyl]-1,1-dimethylurea FC(C=1C=C(C=CC1)NC(N(C)C)=O)(F)F